3-(4-chloro-2-fluoro-5-mercaptophenyl)-1-methyl-6-trifluoromethyl-1H-pyrimidine-2,4-dione ClC1=CC(=C(C=C1S)N1C(N(C(=CC1=O)C(F)(F)F)C)=O)F